2-(dimethylamino)-1-((3S,4s,5R)-4-(2-fluoro-4-(3-fluoro-1H-pyrrolo[2,3-b]pyridin-4-yl)-6-methylphenyl)-4-hydroxy-3,5-dimethylpiperidin-1-yl)ethan-1-one CN(CC(=O)N1C[C@@H](C([C@@H](C1)C)(O)C1=C(C=C(C=C1C)C1=C2C(=NC=C1)NC=C2F)F)C)C